C(C)(C)(C)OC(NCC1=NC=C(C=C1)NC(=O)C12CCC(CC1)(CC2)C(NC2=CC=C(C=C2)Br)=O)=O (5-{[4-(4-bromo-phenylcarbamoyl)-bicyclo[2.2.2]octane-1-carbonyl]-amino}-pyridin-2-ylmethyl)-carbamic acid tert-butyl ester